C1=C2C(C3=C(NC=4C=CC=CC34)C2=CC=C1)=O indeno[1,2-b]indol-10(5H)-one